1-(4-methoxybenzyl)-7-methyl-2H-thieno[3,2-d][1,3]oxazine-2,4(1H)-dione COC1=CC=C(CN2C(OC(C3=C2C(=CS3)C)=O)=O)C=C1